9-(4-((1-(3-fluoropropyl)azetidin-3-ylidene)methyl)phenyl)-8-(trans-4-methylcyclohexyl)-6,7-dihydro-5H-benzo[7]annulene-3-carboxylic acid FCCCN1CC(C1)=CC1=CC=C(C=C1)C1=C(CCCC2=C1C=CC(=C2)C(=O)O)[C@@H]2CC[C@H](CC2)C